[N+](=O)([O-])C1=CC=C(C=C1)C1=CC(=NC(=C1)C1=NC=CC=C1)C1=NC=CC=C1 4'-(4-nitrophenyl)-2,2':6',2''-terpyridine